4-(4-(1-(4-Fluorophenyl)azetidin-3-carbonyl)-3,4-dihydro-2H-pyrido[4,3-b][1,4]oxazin-8-yl)benzeneNitrile FC1=CC=C(C=C1)N1CC(C1)C(=O)N1C2=C(OCC1)C(=CN=C2)C2=CC=C(C=C2)C#N